C(=O)(O)C1=CC(=C(C(=O)NC2=C(C(=O)O)C=CC=N2)C=C1O)O 2-(4-carboxy-2,5-dihydroxybenzoylamino)nicotinic acid